COC=1C2=C(N=C(N1)NC1CC(C1)(C(=O)N(C)C)C)NC=C2C=2C=C1N=CC=NC1=CC2 (1s,3s)-3-((4-methoxy-5-(quinoxalin-6-yl)-7H-pyrrolo[2,3-d]pyrimidin-2-yl)amino)-N,N,1-trimethylcyclobutane-1-carboxamide